benzyl (2S,5R)-5-((5-cyclopentyl-7H-pyrrolo[2,3-d]pyrimidin-4-yl)amino)-2-methyl-piperidine-1-carboxylate C1(CCCC1)C1=CNC=2N=CN=C(C21)N[C@@H]2CC[C@@H](N(C2)C(=O)OCC2=CC=CC=C2)C